(R)-6-Chloro-N-(4-(morpholin-2-yl)phenyl)nicotinamide ClC1=NC=C(C(=O)NC2=CC=C(C=C2)[C@@H]2CNCCO2)C=C1